(R)-8-acryloyl-3-(6-amino-3-(trifluoromethyl)pyridin-2-yl)-4-chloro-1-morpholino-6,6a,7,8,9,10-hexahydro-12H-pyrazino[2,1-c]pyrido[3,4-f][1,4]oxazepin-12-one C(C=C)(=O)N1C[C@@H]2COC3=C(C(N2CC1)=O)C(=NC(=C3Cl)C3=NC(=CC=C3C(F)(F)F)N)N3CCOCC3